4-(7-fluoro-1-(4-(trifluoromethyl)phenyl)-1H-indazol-3-yl)-1-((2-((2-methoxyethyl)(methyl)amino)pyrimidin-4-yl)methyl)pyridin-2(1H)-one FC=1C=CC=C2C(=NN(C12)C1=CC=C(C=C1)C(F)(F)F)C1=CC(N(C=C1)CC1=NC(=NC=C1)N(C)CCOC)=O